C(#N)C(CC1=CC=CC=C1)C1(OCCCNC1)C(=O)N 1-CYANO-2-PHENYLETHYL-1,4-OXAZEPAN-2-CARBOXAMIDE